S1C(=NC=C1)C12CCC(CC1)(CC2)NC(OC(C)C)=O isopropyl N-(1-thiazol-2-yl-4-bicyclo[2.2.2]octanyl)carbamate